The molecule is a 3-oxo monocarboxylic acid that is 3-oxopent-4-enoic acid substituted at position 5 by a 4-hydroxy-3-methoxyphenyl group. It is a 3-oxo monocarboxylic acid, an enone, a member of phenols and an aromatic ether. It derives from a cinnamic acid. COC1=C(C=CC(=C1)/C=C/C(=O)CC(=O)O)O